[C@H](C)(CC)NCC1=C2C(=NC(=C1)C#N)C=CN2 (S)-7-((sec-butylamino)methyl)-1H-pyrrolo[3,2-b]pyridine-5-carbonitrile